2,2-dimethoxy-1-methyldiethoxysilylmethyl-1-aza-2-silacyclopentane CO[Si]1(N(CCC1)C[Si](OCC)(OCC)C)OC